(imidazo[1,2-a]pyridine-3-yl)acetic acid N=1C=C(N2C1C=CC=C2)CC(=O)O